2,4-pentylene carbonate C1(OC(C)CC(C)O1)=O